3-BROMOCINNAMALDEHYDE BrC=1C=C(C=CC=O)C=CC1